6-bromo-5-fluorobenzo[d]thiazole BrC1=CC2=C(N=CS2)C=C1F